COC1(CCN(CC1)C)C=1SC2=C(N1)C=C(C=C2)C2=CC[C@@H](CN2C(=O)OC(C)(C)C)C (S)-tert-butyl 6-(2-(4-methoxy-1-methylpiperidin-4-yl)benzo[d]thiazol-5-yl)-3-methyl-3,4-dihydropyridine-1(2H)-carboxylate